BrC1=NN(C2=C(C=CC=C12)C(=O)OC)COCC[Si](C)(C)C methyl 3-bromo-1-{[2-(trimethylsilyl)ethoxy]methyl}indazole-7-carboxylate